4-((4-(4-(cyclopent-1-en-1-yl)-1H-pyrazol-1-yl)-5-(trifluoromethyl)pyrimidin-2-yl)amino)-N-methylbenzenesulfonamide C1(=CCCC1)C=1C=NN(C1)C1=NC(=NC=C1C(F)(F)F)NC1=CC=C(C=C1)S(=O)(=O)NC